4-((2-(2-isopropylphenyl)-8-oxo-7,8-dihydro-9H-purin-9-yl)methyl)-N-methyl-N-(2,2,2-trifluoroethyl)benzamide C(C)(C)C1=C(C=CC=C1)C1=NC=C2NC(N(C2=N1)CC1=CC=C(C(=O)N(CC(F)(F)F)C)C=C1)=O